6-((2R,6R)-2,6-dimethylmorpholino)quinoline-4-carboxylic acid C[C@H]1O[C@@H](CN(C1)C=1C=C2C(=CC=NC2=CC1)C(=O)O)C